N[C@H](C(=O)NC1(CCCCC1)C(=O)NC)CCCN1C(=NC=C1)N (S)-1-(2-amino-5-(2-amino-1H-imidazol-1-yl)pentanamido)-N-methylcyclohexane-1-carboxamide